N-(3-(3-(cyanomethyl)-1-(4-methyl-4H-1,2,4-triazol-3-yl)cyclobutyl)phenyl)-7-((2-methylpyrrolidin-1-yl)methyl)-1H-pyrrolo[3,2-b]pyridine-5-carboxamide C(#N)CC1CC(C1)(C1=NN=CN1C)C=1C=C(C=CC1)NC(=O)C1=CC(=C2C(=N1)C=CN2)CN2C(CCC2)C